FC(C1=NC(=NO1)C1=CC=C(C(=O)N)C=C1)(F)F 4-(5-(trifluoromethyl)-1,2,4-oxadiazol-3-yl)-benzamide